1-cyclopropyl-3-(5-((2R,4S)-2-(2,5-difluorophenyl)-4-fluoropyrrolidin-1-yl)pyrazolo[1,5-a]Pyrimidin-3-yl)Thiourea C1(CC1)NC(=S)NC=1C=NN2C1N=C(C=C2)N2[C@H](C[C@@H](C2)F)C2=C(C=CC(=C2)F)F